FC1=CC=CC=2C3=C(C(=NC12)C1CNCC1)C=CN3 6-fluoro-4-(pyrrolidin-3-yl)-1H-pyrrolo[3,2-c]quinolin